BrC1=NN2C(N=C(C=C2NCC2(CCN(CC2)C(=O)OC(C)(C)C)C2=NC=C(C=C2)F)C(F)(F)F)=C1 tert-Butyl 4-(((2-bromo-5-(trifluoromethyl)pyrazolo[1,5-a]pyrimidin-7-yl)amino)methyl)-4-(5-fluoropyridin-2-yl)piperidine-1-carboxylate